N-(3,5-difluorobenzyl)-1-(6-(1,4-dimethyl-1H-pyrazol-5-yl)pyrimidin-4-yl)-N-methylpiperidine-4-carboxamide FC=1C=C(CN(C(=O)C2CCN(CC2)C2=NC=NC(=C2)C2=C(C=NN2C)C)C)C=C(C1)F